tert-butyl 4-[4-(3-bromopropyl)phenoxy]azepane-1-carboxylate BrCCCC1=CC=C(OC2CCN(CCC2)C(=O)OC(C)(C)C)C=C1